FC1=CC=C(C=C1)N1C(=C(C2=C1C=C1C=NNC1=C2)C2=CC=C(OCC(=O)O)C=C2)C(C)C 2-[4-[5-(4-fluorophenyl)-6-isopropyl-1H-pyrrolo[2,3-f]indazol-7-yl]phenoxy]acetic acid